tert-butyl (4-cyanobenzyl)(2-hydroxyethyl)carbamate C(#N)C1=CC=C(CN(C(OC(C)(C)C)=O)CCO)C=C1